(5R)-3-{2-[(2,2-difluoro-7-methyl-1,3-benzodioxol-4-yl)oxy]-5-pyrimidinyl}-5-ethyl-5-methyl-2,4-imidazolidinedione FC1(OC2=C(O1)C(=CC=C2OC2=NC=C(C=N2)N2C(N[C@](C2=O)(C)CC)=O)C)F